ON1N=NC2=C1C=CC=C2 N-hydroxy-benzotriazole